Methyl 5-[({1-[2-fluoro-4-(trifluoromethyl) phenyl]cyclopropyl}carbonyl) amino]-2-(5-methylpyrazin-2-yl)benzoate FC1=C(C=CC(=C1)C(F)(F)F)C1(CC1)C(=O)NC=1C=CC(=C(C(=O)OC)C1)C1=NC=C(N=C1)C